(2S,4R)-N1-(1-acetyl-6-(2-methylpyrimidin-5-yl)-1H-indol-3-yl)-N2-(6-bromopyridin-2-yl)-4-fluoropyrrolidine-1,2-dicarboxamide C(C)(=O)N1C=C(C2=CC=C(C=C12)C=1C=NC(=NC1)C)NC(=O)N1[C@@H](C[C@H](C1)F)C(=O)NC1=NC(=CC=C1)Br